(S)-3-amino-3-(2',6'-dichlorobenzidin-3-yl)propionic acid ethyl ester C(C)OC(C[C@@H](C=1C=C(C=CC1N)C1=C(C=C(N)C=C1Cl)Cl)N)=O